N\C=C/C(=O)O (Z)-3-aminoacrylic acid